tert-butyl (2S,5R)-4-((4-cyclopropyloxazol-2-yl)(4-fluorophenyl)methyl)-2,5-dimethylpiperazine-1-carboxylate C1(CC1)C=1N=C(OC1)C(N1C[C@@H](N(C[C@H]1C)C(=O)OC(C)(C)C)C)C1=CC=C(C=C1)F